methyl 2-(6-azidoquinoline-4-carboxamido)acetate N(=[N+]=[N-])C=1C=C2C(=CC=NC2=CC1)C(=O)NCC(=O)OC